4-[4-(5-cyclobutylmethoxymethyl-thiophen-3-yl)-2,6-difluoro-phenoxy]-butyric acid ethyl ester C(C)OC(CCCOC1=C(C=C(C=C1F)C1=CSC(=C1)COCC1CCC1)F)=O